C12CC3(CC(CC1)N2)OC2=C(C3N)C=CC=C2 3H-8'-azaspiro[benzofuran-2,3'-bicyclo[3.2.1]octane]-3-amine